2-(4-Carboxymethyl-2,5-dihydroxyphenyl)-4-(3,5-dihydroxyphenyl)-1,3,5-triazine C(=O)(O)CC1=CC(=C(C=C1O)C1=NC=NC(=N1)C1=CC(=CC(=C1)O)O)O